C(C)(C)(C)OC(=O)N1CC2(C[C@@H]1C)OCC=1C=NC=CC12 (5's)-5'-methyl-3H-spiro[furo[3,4-c]pyridine-1,3'-pyrrolidine]-1'-carboxylic acid tert-butyl ester